3-ureido-1-(dimethylamino)benzene N(C(=O)N)C=1C=C(C=CC1)N(C)C